BrC1=CC=CC2=C1NC(=N2)C(=O)OC methyl 7-bromo-1H-benzimidazole-2-carboxylate